FC(C(C(C(C(C(C(C(F)(F)F)(F)F)(F)F)(F)F)(F)F)(F)F)(F)F)(S(=O)(=O)O)F Perfluoro-octanesulfonic acid